Methyl 1-[(1-benzyl-3-hydroxy-2-oxo-1,2-dihydropyridin-4-yl)methyl]pyrrolidine-2-carboxylate C(C1=CC=CC=C1)N1C(C(=C(C=C1)CN1C(CCC1)C(=O)OC)O)=O